CN(CCNCCCN)C 3-(2-(dimethylamino)ethylamino)propylamine